O(C1=CC=CC=C1)C1=C(C(S\C(=C(\C)/N(C=O)CC=2C(=NC(=NC2)C)N)\CCO)=O)C=CC=C1 (Z)-S-(2-(N-((4-amino-2-methylpyrimidin-5-yl)methyl)formamido)-5-hydroxypent-2-en-3-yl) 2-phenoxybenzothioate